COC=1C=C(CNC(C(=O)[C@H]2N(CC(C2)(F)F)C(CNC(=O)C2=CC=NC3=C(C=CC=C23)NC(CCCN2CCCCC2)=O)=O)=O)C=CC1OC (S)-N-(2-(2-(2-((3,4-dimethoxybenzyl)amino)-2-oxoacetyl)-4,4-difluoropyrrolidin-1-yl)-2-oxoethyl)-8-(4-(piperidin-1-yl)butanamido)quinoline-4-carboxamide